C(C=C)(=O)N1CC=2N(C3=C(C(N(C4=NC(=C(C=C34)Cl)C3=C(C=CC=C3O)F)C=3C(=NC=CC3C)C(C)C)=O)N2)CC1 9-acryloyl-2-chloro-3-(2-fluoro-6-hydroxyphenyl)-5-(2-isopropyl-4-methylpyridin-3-yl)-8,9,10,11-tetrahydropyrazino[1',2':1,2]imidazo[4,5-c][1,8]naphthyridin-6(5H)-one